C[SiH](C1=C(C=CC=C1)[SiH](C)C)C 1,2-Didimethylsilylbenzene